3-[4-(4-morpholin-4-ylmethyl-benzyloxy)-1-oxo-1,3-dihydro-isoindol-2-yl]-piperidine-2,6-dione hydrochloride Cl.N1(CCOCC1)CC1=CC=C(COC2=C3CN(C(C3=CC=C2)=O)C2C(NC(CC2)=O)=O)C=C1